(1r,4r)-1-methylcyclohexan-1,4-diol CC1(CCC(CC1)O)O